P(=O)(OCC=CC)(OCC)OCC#C (2-butenyl) (ethyl) (2-propynyl) phosphate